BrC=1C(=NC=CC1)OC1CN(C1)C(=O)OC methyl 3-[(3-bromo-2-pyridyl)oxy]azetidine-1-carboxylate